C(C)OC(=O)C=1C=C(C(=NC1C)C)C(=O)OCC Diethyl-2,6-dimethyl-3,5-pyridinedicarboxylic acid